(2S,5S)-5-amino-1,2,4,5,6,7-hexahydro-azepino[3,2,1-hi]-indole-4-one-2-carboxylic acid N[C@H]1CCC=2C=CC=C3C[C@H](N(C23)C1=O)C(=O)O